3-(3-(4-methyl-2-methoxyphenyl)-4-thiazolinonyl)-N-(4-(thiophen-2-yl)butyl)benzamide CC1=CC(=C(C=C1)N1C(SC=C1C=1C=C(C(=O)NCCCCC=2SC=CC2)C=CC1)=O)OC